2-chloro-3-methylthio-N-(1-methyl-1H-tetrazole-5-yl)-4-(trifluoromethyl)-benzamide ClC1=C(C(=O)NC2=NN=NN2C)C=CC(=C1SC)C(F)(F)F